ClCCN(C(=O)Cl)CCCl N,N-di(2-chloroethyl)carbamoyl chloride